[Na].C(CCCCCCCCC)CN(CCC)C 3-(decyl-dimethylamino)propane sodium